N[C@H](C(=O)N[C@H]1C[C@@H](CC1)COCC(=O)N1CCN(CC1)C=1C(=CC2=C(C(C=3NC4=CC(=CC=C4C3C2=O)C#N)(C)C)C1)CC)CCCC=1C(=NC=CC1)N (2S)-2-amino-5-(2-aminopyridin-3-yl)-N-[(1R,3R)-3-{[2-(4-{3-cyano-9-ethyl-6,6-dimethyl-11-oxo-5H,6H,11H-benzo[b]carbazol-8-yl}piperazin-1-yl)-2-oxoethoxy]methyl}cyclopentyl]pentanamide